C12C(C3CC(CC(C1)C3)C2)NCCNC(=O)C2=NN(C(=C2C)C2=CC=C(C=C2)Cl)C2=C(C=C(C=C2)F)Cl N-(2-((1r,3r,5r,7r)-adamantan-2-ylamino)ethyl)-1-(2-chloro-4-fluorophenyl)-5-(4-chloro-phenyl)-4-methyl-1H-pyrazole-3-carboxamide